naphthyl(naphthylphenyl)anthracene-d8 C1(=CC=CC2=CC=CC=C12)C1=C2C(=C(C(=C(C2=C(C=2C(=C(C(=C(C12)[2H])[2H])[2H])[2H])[2H])[2H])[2H])[2H])C1=C(C=CC=C1)C1=CC=CC2=CC=CC=C12